[1-(4-chlorophenyl)-2-methyl-1H-indol-6-yl]methanol methoxymethyl-4-(benzyloxy)-3-bromo-5-ethyl-2-(methoxymethoxy)-6-methylbenzoate COCC1(C(=O)OCC2=CC=C3C=C(N(C3=C2)C2=CC=C(C=C2)Cl)C)C(C(=C(C(=C1C)CC)OCC1=CC=CC=C1)Br)OCOC